FC(C=1C=C(C=CC1C(C)C)CO)F (3-(difluoromethyl)-4-isopropylphenyl)methanol